C1(=CC=C(C=C1)N(C1=CC=C(C=C1)C1=CC=C(C=C1)N(C1=CC=C(C=C1)C1=CC=CC=C1)C1=CC=C(C=C1)C1=CC=CC=C1)C1=CC=C(C=C1)C1=CC=CC=C1)C1=CC=CC=C1 N,N,N',N'-tetra(biphenyl-4-yl)biphenyl-4,4'-diamine